[Si](C1=CC=CC=C1)(C1=CC=CC=C1)(C(C)(C)C)OCC(CCC)N 1-((tert-butyldiphenylsilyl)oxy)pentan-2-amine